OC1=CC2=C(CC(O2)C(=O)OCC)C=C1 Ethyl 6-hydroxy-2,3-dihydro-1-benzofuran-2-carboxylate